methyl (R)-2-methylbutanoate C[C@@H](C(=O)OC)CC